2-[(6S)-6-methyl-3-(trifluoromethyl)-5,6-dihydro-4H-cyclopenta[c]pyrazol-2-yl]ethanone C[C@H]1CCC=2C1=NN(C2C(F)(F)F)CC=O